C(N)(O[C@@H]1[C@@H]([C@]2(CC[C@H](C1)N2C=2C1=C(N=C(N2)Cl)C(=C(N=C1)Cl)F)C(C)(C)C)F)=O tert-butyl-((1S,2R,3S,5R)-8-(2,7-dichloro-8-fluoropyrido[4,3-d]pyrimidin-4-yl)-2-fluoro-8-azabicyclo[3.2.1]oct-3-yl) carbamate